C(CC(O)(C(=O)O)CC(=O)O)(=O)O.COCCN(C1=CC=CC=C1)C1=CC=CC=C1 (methoxyethyl)diphenylamine citrate